2-[6-[(2S)-2-(hydroxymethyl)morpholin-4-yl]-4-(trifluoromethyl)pyridazin-3-yl]-5-methyl-phenol OC[C@@H]1CN(CCO1)C1=CC(=C(N=N1)C1=C(C=C(C=C1)C)O)C(F)(F)F